C(C)(C)(C)OC(=O)N1CCC(CC1)=CC1=NC2=C(N1C[C@H]1OCC1)C=C(C=C2)C(=O)OC methyl (S)-2-((1-(tert-butoxycarbonyl) piperidin-4-ylidene) methyl)-1-(oxetan-2-ylmethyl)-1H-benzo[d]imidazole-6-carboxylate